OC1=C(C=CC(=C1)C(F)(F)F)C1=C(N=C(N=N1)N1C[C@](CC1)(O)C)C (S)-1-(6-(2-hydroxy-4-(trifluoromethyl)phenyl)-5-methyl-1,2,4-triazin-3-yl)-3-methylpyrrolidin-3-ol